(R)-3-aminobutanamide hydrochloride Cl.N[C@@H](CC(=O)N)C